C(CCCCCCCCC)(=O)O.C(CCCCCCC)(=O)O.C(CCCCCCC)(=O)O.C(C(C)O)O Propylene glycol dicaprylate decanoate